FC(C=1C=C(OCC23CC(C2)(C3)N)C=CC1)(F)F 3-((3-(trifluoromethyl)phenoxy)methyl)bicyclo[1.1.1]pentan-1-amine